2-((4-aminophenoxy)methyl)propane NC1=CC=C(OCC(C)C)C=C1